(S)-(6-(6-methyl-1H-indazol-5-yl)thieno[2,3-b]pyridin-2-yl)(tetrahydro-2H-pyran-4-yl)methanol CC1=C(C=C2C=NNC2=C1)C1=CC=C2C(=N1)SC(=C2)[C@@H](O)C2CCOCC2